(1S,4r)-4-((S)-6-(Methoxycarbonyl)-7-methyl-2-(2-(tetrahydro-2H-pyran-4-yl)ethyl)-6,7,8,9-tetrahydro-3H-imidazo[4,5-f]chinolin-3-yl)cyclohexan COC(=O)N1[C@H](CCC2=C3C(=CC=C12)N(C(=N3)CCC3CCOCC3)C3CCCCC3)C